N-(2-ethylphenyl)-3-(indolin-1-ylsulfonyl)benzamide C(C)C1=C(C=CC=C1)NC(C1=CC(=CC=C1)S(=O)(=O)N1CCC2=CC=CC=C12)=O